ClC=1C=C(C=CC1)C(CN1C=NC2=CC=C(C=C2C1=O)OC1=CC(=NC=C1)C=1C=NN(C1)C)=O 3-[2-(3-chlorophenyl)-2-oxo-ethyl]-6-{[2-(1-methylpyrazol-4-yl)-4-pyridyl]oxy}quinazolin-4-one